O=C1CCC2(CC(C2)N2C(N(C(C23CCCCC3)=O)COCC[Si](C)(C)C)=O)CC1 1-(7-oxospiro[3.5]nonan-2-yl)-3-(2-trimethylsilylethoxymethyl)-1,3-diazaspiro[4.5]decane-2,4-dione